(S)-15-((tert-butoxycarbonyl)amino)-14,18-dioxo-4,7,10,22,25,28-hexaoxa-13,19-diazahentriacontanedioic acid C(C)(C)(C)OC(=O)N[C@H](C(NCCOCCOCCOCCC(=O)O)=O)CCC(NCCOCCOCCOCCC(=O)O)=O